N-methyl-2-(methylsulfonyl)benzamide CNC(C1=C(C=CC=C1)S(=O)(=O)C)=O